ClC1=NN=C(C=2C=C(C(=C(C12)N)F)Cl)C 4,7-dichloro-6-fluoro-1-methylphthalazin-5-amine